4-isobutyl-2-(4-((2-methylthiazol-4-yl)methyl)piperazin-1-yl)benzonitrile C(C(C)C)C1=CC(=C(C#N)C=C1)N1CCN(CC1)CC=1N=C(SC1)C